O1-ethyl O2-methyl 4-[1-[3-[(1-tert-butoxycarbonyl-4-piperidyl)oxy] cyclobutyl]-4-piperidyl]-3-methyl-benzene-1,2-dicarboxylate C(C)(C)(C)OC(=O)N1CCC(CC1)OC1CC(C1)N1CCC(CC1)C=1C(=C(C(=CC1)C(=O)OCC)C(=O)OC)C